3-(4-chlorophenyl)-2-((5-chloropyridin-2-yl)methyl)-3-((3-hydroxycyclopentyl)oxy)-6-(prop-1-en-2-yl)isoindolin-1-one ClC1=CC=C(C=C1)C1(N(C(C2=CC(=CC=C12)C(=C)C)=O)CC1=NC=C(C=C1)Cl)OC1CC(CC1)O